4,6-dichloro-N-(1-methyl-1H-pyrazol-3-yl)pyrimidin-2-amine ClC1=NC(=NC(=C1)Cl)NC1=NN(C=C1)C